OC1CCN(CC1)C(=O)OCCN1C[C@@H](CCC1)NC=1N=NC(=C(C1)C)Cl (R)-2-(3-((6-chloro-5-methylpyridazin-3-yl)amino)piperidin-1-yl)ethyl 4-hydroxypiperidine-1-carboxylate